C1(=C(C=CC=C1)OCC1CO1)C1=CC=CC=C1 2-{[([1,1'-biphenyl]-2-yl)oxy]methyl} ethylene oxide